C(C)(C)C1=C(C=CC=C1)C1=CC(=CC=C1)C(C)C 2,3'-diisopropyl-1,1'-biphenyl